(R)-6-(2,4-bis(benzyloxy)-5-methylphenyl)-1-(1-hydroxy-3-methylbutan-2-yl)-4-oxo-1,4-dihydropyridine-3-carboxylic acid ethyl ester C(C)OC(=O)C1=CN(C(=CC1=O)C1=C(C=C(C(=C1)C)OCC1=CC=CC=C1)OCC1=CC=CC=C1)[C@@H](CO)C(C)C